N[C@H]1CC[C@H](CC1)NC(C)=O N-(cis-4-aminocyclohexyl)acetamide